P(=O)(O)(O)OC[C@@H]1[C@](C([C@@H](O1)N1C(=O)NC(N)(C=C1)C(=O)OC(C)(C)C)(F)F)(O)C(=O)OC(C)(C)C.C(C)N(CC)CCC1=CC=C(C=C)C=C1 p-(N,N-diethylaminoethyl)styrene 3',4-bis(t-butoxycarbonyl)-2'-deoxy-2',2'-difluorocytidine-5'-phosphate